NC1=CC=C(C=C1)C1=NN(C(=C1C(=O)N)NC1=NC2=CC=CC=C2C=C1)C(C)(C)C 3-(4-aminophenyl)-1-tert-butyl-5-[(quinolin-2-yl)amino]-1H-pyrazole-4-carboxamide